(1R,6R,7R)-N-(7-chloro-6-(1-((3R,4R)-4-hydroxy-3-methyltetrahydrofuran-3-yl)piperidin-4-yl)isoquinolin-3-yl)-2-oxabicyclo[4.1.0]heptane-7-carboxamide ClC1=C(C=C2C=C(N=CC2=C1)NC(=O)[C@@H]1[C@H]2CCCO[C@@H]12)C1CCN(CC1)[C@@]1(COC[C@@H]1O)C